C(CCCCCCCC)N(CCN(CC(=O)N1CCN(CC1)C(CN(C\C=C/COC(CCCCCCCC)=O)CCCCCCCCCCCCCC)=O)CCCCCCCCC)CCCCCCCCC (Z)-4-((2-(4-(N-(2-(dinonylamino)ethyl)-N-nonylglycyl)piperazin-1-yl)-2-oxoethyl)(tetradecyl)amino)but-2-en-1-ylnonanoate